tert-butyl 7-(1-(1-((2-chloro-4-(trifluoromethyl)phenyl)carbamoyl)cyclobutyl)-1H-pyrazol-4-yl)-2,7-diazaspiro[3.5]nonane-2-carboxylate ClC1=C(C=CC(=C1)C(F)(F)F)NC(=O)C1(CCC1)N1N=CC(=C1)N1CCC2(CN(C2)C(=O)OC(C)(C)C)CC1